2-methoxypyrazolo[1,5-a]pyridin-3-ylamine COC1=NN2C(C=CC=C2)=C1N